(S,E)-2-(((7-(Dimethylamino)-1-((1-((7-isobutyl-1H-indol-2-yl)methyl)-2-oxo-1,2-dihydropyridin-3-yl)amino)-1,7-dioxohept-5-en-2-yl)carbamoyl)oxy)ethylacetat CN(C(/C=C/CC[C@@H](C(=O)NC=1C(N(C=CC1)CC=1NC2=C(C=CC=C2C1)CC(C)C)=O)NC(=O)OCCOC(C)=O)=O)C